(2-methoxynaphthalen-1-yl)(naphthalen-1-yl)methanol COC1=C(C2=CC=CC=C2C=C1)C(O)C1=CC=CC2=CC=CC=C12